fluoro-2-nitro-4-propoxybenzene FC1=C(C=C(C=C1)OCCC)[N+](=O)[O-]